N-((3r,4r,5s,6r)-2,4,5-trihydroxy-6-(hydroxymethyl)tetrahydro-2H-pyran-3-yl)acrylamide OC1O[C@@H]([C@H]([C@@H]([C@H]1NC(C=C)=O)O)O)CO